3-[(4-[[(tert-butyldimethylsilyl)oxy]methyl]-2-(2-hydroxypropan-2-yl)-1,3-thiazol-5-yl)sulfonyl]-1-[5-fluoro-2,4-bis(propan-2-yl)-6-[3-(trifluoromethyl)phenyl]pyridin-3-yl]urea [Si](C)(C)(C(C)(C)C)OCC=1N=C(SC1S(=O)(=O)NC(NC=1C(=NC(=C(C1C(C)C)F)C1=CC(=CC=C1)C(F)(F)F)C(C)C)=O)C(C)(C)O